ClC1=CC=C(C=C1)C=1C=2C=CC=3N(C2N=C(C1)C(C(F)(F)F)(F)F)C=C(N3)C(=O)OCC ethyl 4-(4-chlorophenyl)-2-(perfluoroethyl)imidazo[1,2-a][1,8]naphthyridine-8-carboxylate